C12(CC3CC(CC(C1)C3)C2)C=2C=C(C(=O)NCCC3=CC=C(C=C3)O)C=CC2O 3-adamantan-1-yl-4-hydroxy-N-[2-(4-hydroxyphenyl)-ethyl]-benzoic acid amide